(rac)-((1s,3s)-3-Hydroxy-3-methylcyclobutyl)(6-(3-methylbenzyl)-2-azaspiro[3.4]octan-2-yl)methanone OC1(CC(C1)C(=O)N1CC2(C1)C[C@H](CC2)CC2=CC(=CC=C2)C)C |r|